2-(4-(((6-((4-chloro-3-fluorobenzyl)(methyl)amino)-5-fluoropyrimidin-4-yl)amino)methyl)-3-hydroxypiperidin-1-yl)acetamide ClC1=C(C=C(CN(C2=C(C(=NC=N2)NCC2C(CN(CC2)CC(=O)N)O)F)C)C=C1)F